C(CCCCCCCCCCCCCCCCC)OC(CCCCCCC\C=C/CCCCCCCC)=O Stearyloleat